BrC1=C(C=NN(C1=O)C)N[C@@H]1C[C@@H](CN(C1)C)C1=CC=C(C=C1)CN1CC2(CCN(C2)C2=CC=C(C=C2)C2C(NC(CC2)=O)=O)CC1 3-[4-[7-[[4-[(3R,5R)-5-[(5-bromo-1-methyl-6-oxo-pyridazin-4-yl)amino]-1-methyl-3-piperidyl]phenyl]methyl]-2,7-diazaspiro[4.4]nonan-2-yl]phenyl]piperidine-2,6-dione